C1(=CC=CC=C1)C(C(=O)OCC(C(COC(C1=CC=CC=C1)=O)CCCC)CCCC)=O 2,3-dibutyl-1,4-butanediol benzoate phenylglyoxylate